COC1=CC=C(CN(C2=CC(=C(C(=N2)N2CC=3N=C(N=CC3CC2)OC[C@]23CCCN3C[C@@H](C2)F)C(F)(F)F)C)CC2=CC=C(C=C2)OC)C=C1 7-(6-(bis(4-methoxybenzyl)amino)-4-methyl-3-(trifluoromethyl)pyridin-2-yl)-2-(((2R,7aS)-2-fluorotetrahydro-1H-pyrrolizin-7a(5H)-yl)methoxy)-5,6,7,8-tetrahydropyrido[3,4-d]pyrimidin